FC1=C(C=CC=C1OC)N1N=C(C=CC1=O)C(=O)N 1-(2-fluoro-3-methoxyphenyl)-6-oxo-pyridazine-3-carboxamide